The molecule is a 2-methylbutanedioic acid in which the methyl group at position 2 has R-configuration. It is an enantiomer of a (S)-methylsuccinic acid. C[C@H](CC(=O)O)C(=O)O